ClC1=C(C=C(C=C1)N1CCC2(OCCO2)CC1)F 8-(4-chloro-3-fluoro-phenyl)-1,4-dioxa-8-azaspiro[4.5]decane